glycerine triisostearate C(CCCCCCCCCCCCCCC(C)C)(=O)OCC(OC(CCCCCCCCCCCCCCC(C)C)=O)COC(CCCCCCCCCCCCCCC(C)C)=O